C(C1=CC=CC=C1)N1CCN(CC1)C1=CC=C(C=N1)C=1C=2N(C=C(C1)OCCN1CCOCC1)N=CC2C#N 4-(6-(4-Benzylpiperazin-1-yl)pyridin-3-yl)-6-(2-morpholinoethoxy)pyrazolo[1,5-a]pyridine-3-carbonitrile